COC(CNC(CNC(CC1=CC=CC2=C(C=CC=C12)C1=C(C=C2C=NN(C2=C1)C)F)=O)=O)=O.ClC(CC(F)F)(F)Cl 1,1-dichloro-1,3,3-trifluoropropane methyl-2-(2-{2-[5-(5-fluoro-1-methylindazol-6-yl)naphthalen-1-yl]acetamido}acetamido)acetate